NC=1C=NN(C1)CC=C 4-amino-1-allylpyrazole